NC1=NN=C(S1)C1CCN(CC1)C(=O)OCC1=CC=CC=C1 benzyl 4-(5-amino-1,3,4-thiadiazol-2-yl)piperidin-1-carboxylate